OC(COC=1C=C(C=2N(C1)N=CC2C#N)C=2C=NC(=CC2)N2CC1N(C(C2)C1)C(CC(C)C)=O)(C)C 6-(2-hydroxy-2-methylpropoxy)-4-(6-(6-(3-methylbutanoyl)-3,6-diazabicyclo[3.1.1]heptan-3-yl)pyridin-3-yl)pyrazolo[1,5-a]pyridine-3-carbonitrile